(2S)-2-[(5-chloro-1-methylindole-2-carbonyl)amino]-3-phenylpropanoic acid ClC=1C=C2C=C(N(C2=CC1)C)C(=O)N[C@H](C(=O)O)CC1=CC=CC=C1